C(C)(C)C1=CC=C(C=C1)C1=CC(=CC=2CCOC21)NC(C=C)=O N-(7-(4-isopropylphenyl)-2,3-dihydrobenzofuran-5-yl)acrylamide